[Na].[Na].CC(CC)(O)C1CNCC1 methyl-(pyrrolidin-3-yl)propan-1-ol disodium